ethyl 3-(((tert-butoxycarbonyl)amino)methyl)-5-(3-chlorobenzyl)-4,5-dihydroisoxazole-5-carboxylate C(C)(C)(C)OC(=O)NCC1=NOC(C1)(C(=O)OCC)CC1=CC(=CC=C1)Cl